C(C1=CC=CC=C1)N1C=C(C2=CC(=CC=C12)C1=CC=C(C=C1)OC(F)(F)F)C(C(=O)O)=O 2-(1-benzyl-5-(4-(trifluoromethoxy)phenyl)-1H-indol-3-yl)oxoacetic acid